4',6,7-trishydroxyisoflavone OC1=CC=C(C2=COC3=CC(=C(C=C3C2=O)O)O)C=C1